Acetylene phosphorus [P].C#C